cyclopropyl 4-amino-7-iodo-2-oxo-1-phenyl-1,2-dihydroquinolin-3-carboxylate NC1=C(C(N(C2=CC(=CC=C12)I)C1=CC=CC=C1)=O)C(=O)OC1CC1